(S,E)-N-(3-chloro-2,6-difluorobenzylidene)-2-methylpropane-2-sulfinamide ClC=1C(=C(\C=N\[S@@](=O)C(C)(C)C)C(=CC1)F)F